1,1,1,2,2,3,3,4,4,5,5,6,6,7,7,8,8,8-octadeca-fluoro-octane FC(C(C(C(C(C(C(C(F)(F)F)(F)F)(F)F)(F)F)(F)F)(F)F)(F)F)(F)F